4-(4-(methoxycarbonyl)-3-nitrophenyl)-3,6-dihydropyridine-1(2H)-carboxylic acid tert-butyl ester C(C)(C)(C)OC(=O)N1CCC(=CC1)C1=CC(=C(C=C1)C(=O)OC)[N+](=O)[O-]